(R)-6-(5,6-difluoro-4-(3-hydroxypyrrolidin-1-yl)-8-(methylamino)-9H-pyrido[2,3-b]indol-3-yl)-1-methyl-4-oxo-1,4-dihydro-1,8-naphthyridine-3-carboxylic acid FC1=C2C3=C(NC2=C(C=C1F)NC)N=CC(=C3N3C[C@@H](CC3)O)C=3C=C1C(C(=CN(C1=NC3)C)C(=O)O)=O